2-(6-chloro-3-methyl-4-oxo-3,4-dihydroquinazoline-2-yl)acetonitrile ClC=1C=C2C(N(C(=NC2=CC1)CC#N)C)=O